C(C)(C)(C)OC(=O)NCCNC1=C(C(=CC=C1)F)C1=C(C=CC2=C1C[C@](O2)(C2=CC=CC=C2)CNC(OC(C)(C)C)=O)Cl |o1:25| tert-butyl (((2S*,4R*)-4-(2-((2-((tert-butoxycarbonyl)amino)ethyl)amino)-6-fluorophenyl)-5-chloro-2-phenyl-2,3-dihydrobenzofuran-2-yl)methyl)carbamate